4-((7-Aminoheptyl)amino)-2-(2,6-dioxopiperidin-3-yl)isoindoline-1,3-dione NCCCCCCCNC1=C2C(N(C(C2=CC=C1)=O)C1C(NC(CC1)=O)=O)=O